N-(2-(N,N-bis(2,4-dimethoxybenzyl)sulfamoyl)pyridin-4-yl)-3-(4,4-difluoro-3-methylpiperidin-1-yl)-6,7-difluoroquinoxaline-2-carboxylic acid COC1=C(CN(S(=O)(=O)C2=NC=CC(=C2)N2C(C(=NC3=CC(=C(C=C23)F)F)N2CC(C(CC2)(F)F)C)C(=O)O)CC2=C(C=C(C=C2)OC)OC)C=CC(=C1)OC